C(C)(C)C1CCN(CC1)C1=NC=C(C=N1)C1(CC(CC1)N)N 1-(2-(4-isopropylpiperidin-1-yl)pyrimidin-5-yl)cyclopentane-1,3-diamine